tert-butyl N-[2-(1-methylimidazol-4-yl)-4-(prop-2-enoylamino)phenyl]-N-[[4-(trifluoromethyl)phenyl]methyl]carbamate CN1C=NC(=C1)C1=C(C=CC(=C1)NC(C=C)=O)N(C(OC(C)(C)C)=O)CC1=CC=C(C=C1)C(F)(F)F